2-methyl-1-(2,4,6-trihydroxy-3,5-bis-(3-methylbut-2-en-1-yl)phenyl)propan-1-one CC(C(=O)C1=C(C(=C(C(=C1O)CC=C(C)C)O)CC=C(C)C)O)C